C1=CC=C(C2=CC3=CC=C4C=C5C=C6C=CC=CC6=CC5=CC4=C3C=C12)O 4-hexaphenol